N-[(3S,4S)-4-Hydroxytetrahydrofuran-3-yl]-2-(1-methyl-1H-pyrazol-4-yl)-6-[4-(trifluoromethoxy)phenyl]pyrimidin O[C@H]1[C@H](COC1)N1C(N=CC=C1C1=CC=C(C=C1)OC(F)(F)F)C=1C=NN(C1)C